diammonium hydrogen ortho-phosphate P(=O)(O)([O-])[O-].[NH4+].[NH4+]